(2S,4S)-4-[3-[2-[4-[(2-carboxybenzoyl)amino]butyl]-1-oxo-isoindolin-4-yl]phenoxy]-1-[2-(2,4-difluorophenyl)-3-methyl-imidazole-4-carbonyl]pyrrolidine-2-carboxylic acid C(=O)(O)C1=C(C(=O)NCCCCN2C(C3=CC=CC(=C3C2)C=2C=C(O[C@H]3C[C@H](N(C3)C(=O)C=3N(C(=NC3)C3=C(C=C(C=C3)F)F)C)C(=O)O)C=CC2)=O)C=CC=C1